7-(2,8-Dimethylimidazo[1,2-b]pyridazin-6-yl)-2-pyrrolidin-3-yl-[1,3,4]thiadiazolo[3,2-a]pyrimidin-5-on CC=1N=C2N(N=C(C=C2C)C=2N=C3N(C(C2)=O)N=C(S3)C3CNCC3)C1